FC1=CC=C(CSC2=NC=3C(=NC=CC3)N2C(C(=O)O)CC)C=C1 2-(2-((4-fluorobenzyl)thio)-3H-imidazo[4,5-b]pyridin-3-yl)butyric acid